N-methyl-1-[3-(2-methoxyethyl)-7-morpholino-3H-1,3,4-triazainden-5-yl]-3-(m-tolyl)-5-pyrazolecarboxamide CNC(=O)C1=CC(=NN1C=1N=C2N(C=NC2=C(C1)N1CCOCC1)CCOC)C=1C=C(C=CC1)C